S1C(=CC=C1C(=O)O)C(=O)O Thiophene-2,5-dicarboxylic acid